3-(2-hydroxyethoxy)-5-pentadecylphenol OCCOC=1C=C(C=C(C1)CCCCCCCCCCCCCCC)O